4-(1,4-diazacycloheptan-1-yl)-6-(1-methyl-1H-pyrazol-4-yl)pyrazolo[1,5-a]pyridine-3-carbonitrile hydrochloride Cl.N1(CCNCCC1)C=1C=2N(C=C(C1)C=1C=NN(C1)C)N=CC2C#N